1-(2-azido-5-bromophenyl)-4-(difluoromethylene)piperidine butyl-perbenzoate (methyl-tert-butylperbenzoate) CC1=C(C(=CC=C1)C(=O)OO)C(C)(C)C.C(CCC)OOC(C1=CC=CC=C1)=O.N(=[N+]=[N-])C1=C(C=C(C=C1)Br)N1CCC(CC1)=C(F)F